3-(7-acetyl-4-amino-3-(imidazo[1,2-a]pyridin-7-ylidenemethyl)-1H-pyrazolo[4,3-c]pyridin-1-yl)pyrrolidin C(C)(=O)C=1C2=C(C(=NC1)N)C(=NN2C2CNCC2)C=C2C=C1N(C=C2)CC=N1